C1(=CC=CC=C1)CCCC(C)N 5-phenylpentane-2-amine